BrCC=1C(=C(C=CC1)C1=C(C=CC=C1)F)Cl 3-(bromomethyl)-2-chloro-1-(2-fluorophenyl)benzene